2-((1-(trimethylsilyl)-indenyl)-methyl)pyridin C[Si](C1C(=CC2=CC=CC=C12)CC1=NC=CC=C1)(C)C